ClC=1C(=NC=CC1)C(F)F chloro-2-(difluoromethyl)pyridine